C1(CC1)OCC(=O)N[C@H](C(=O)N1[C@@H]([C@H]2C([C@H]2C1)(C)C)C(=O)OC)C(C)(C)C methyl (1R,2S,5S)-3-[(2S)-2-[[2-(cyclopropoxy)acetyl] amino]-3,3-dimethyl-butanoyl]-6,6-dimethyl-3-azabicyclo[3.1.0]hexane-2-carboxylate